methyl (2S)-2-[[(2S)-3-cyclopropyl-2-(methylamino)propanoyl]amino]-3-[(3S)-2-oxo-3-piperidyl]propanoate C1(CC1)C[C@@H](C(=O)N[C@H](C(=O)OC)C[C@H]1C(NCCC1)=O)NC